ClC=1C=CC(=C2C(C(=C(NC12)NC1=C(C=C(C=C1)Cl)Cl)C(C)=NO)=O)[N+](=O)[O-] 8-chloro-2-((2,4-dichlorophenyl)amino)-3-(1-(hydroxyimino)ethyl)-5-nitroquinolin-4(1H)-one